tert-butyl (1S,4S)-5-(4-formylbenzyl)-2,5-diazabicyclo[2.2.1]heptane-2-carboxylate C(=O)C1=CC=C(CN2[C@@H]3CN([C@H](C2)C3)C(=O)OC(C)(C)C)C=C1